COC1=CC=CC(=C1CC#N)C(=O)O The molecule is a nitrile that is phenylacetonitrile substituted by a carboxy and a methoxy group at positions 1 and 3 respectively. It has a role as a metabolite. It is a methoxybenzoic acid, a nitrile and an aromatic ether. It derives from a phenylacetonitrile.